4-[(4-aminophenyl)[4-(methyldioxy-λ6-thio)phenyl]methyl]aniline NC1=CC=C(C=C1)C(C1=CC=C(N)C=C1)C1=CC=C(C=C1)[SH4]OOC